N2-(5-chloro-1H-indol-3-yl)-N1-ethyl-7-fluoro-5-(trifluoromethyl)-1H-benzo[d]imidazole-1,2-diamine ClC=1C=C2C(=CNC2=CC1)NC1=NC2=C(N1NCC)C(=CC(=C2)C(F)(F)F)F